tert-Butyl 3-bromo-5-(3-methyl-1H-pyrazol-4-yl)-1H-indole-1-carboxylate BrC1=CN(C2=CC=C(C=C12)C=1C(=NNC1)C)C(=O)OC(C)(C)C